N(=[N+]=[N-])[C@H]1C[C@@H](O[C@@H]1CO)N1C(NC(C(=C1)\C=C\Br)=O)=O ((2R,4S,5S)-4-azido-5-(hydroxymethyl)tetrahydrofuran-2-yl)-5-((E)-2-bromovinyl)pyrimidine-2,4(1H,3H)-dione